3-fluoro-4-(4-(((5-fluoro-4-oxo-2-(2-(tetrahydro-2H-pyran-4-yl)ethyl)-3,4-dihydroquinazolin-7-yl)oxy)methyl)-[1,4'-bipiperidin]-1'-ylphenyl-amino)piperidine-2,6-dione FC1C(NC(CC1N(C1=CC=CC=C1)N1CCC(CC1)N1CCC(CC1)COC1=CC(=C2C(NC(=NC2=C1)CCC1CCOCC1)=O)F)=O)=O